(R)-3-(2-(4-(4-fluorophenyl)piperazin-1-yl)ethyl)-2-methyl-1-oxo-2,8-diazaspiro[4.5]decane-8-carboxylic acid tert-butyl ester C(C)(C)(C)OC(=O)N1CCC2(C[C@@H](N(C2=O)C)CCN2CCN(CC2)C2=CC=C(C=C2)F)CC1